N-(5-chloro-2,4-difluorophenyl)-N-methyl-2-((6-methyl-4-(trifluoromethyl)pyridin-2-yl)(2H-1,2,3-triazol-4-yl)amino)acetamide ClC=1C(=CC(=C(C1)N(C(CN(C1=NNN=C1)C1=NC(=CC(=C1)C(F)(F)F)C)=O)C)F)F